[Si](C)(C)(C(C)(C)C)O[C@H](C(=O)OCC)CC1=C(C=CC=C1)OCC1=NC(=NC=C1)Cl ethyl (S)-2-((tert-butyldimethylsilyl)oxy)-3-(2-((2-chloropyrimidin-4-yl)methoxy)phenyl)propanoate